FC1=C(C=CC=C1)C1=C(C(=NC=C1)C1CN(C1)CC(F)(F)F)NC(=O)C=1C=NC(=NC1)C(C)C N-(4-(2-fluorophenyl)-2-(1-(2,2,2-trifluoroethyl)azetidin-3-yl)pyridin-3-yl)-2-isopropylpyrimidine-5-carboxamide